C(C)(C)(C)OC(NCCN1C(=NC(=C1Cl)Cl)OC)=O (2-(4,5-Dichloro-2-methoxy-1H-imidazol-1-yl)ethyl)carbamic acid tert-butyl ester